bis(2-butyloctyl) 10-[1-ethyloctylsulfonyl-[(1-methyl-4-piperidyl)methyl]amino]nonadecanedioate C(C)C(CCCCCCC)S(=O)(=O)N(C(CCCCCCCCC(=O)OCC(CCCCCC)CCCC)CCCCCCCCC(=O)OCC(CCCCCC)CCCC)CC1CCN(CC1)C